2-(oxetan-3-yloxy)benzonitrile O1CC(C1)OC1=C(C#N)C=CC=C1